2-(1H-imidazol-1-yl)-N-((1r,4r)-4-methoxycyclohexyl)-6-(trifluoromethyl)pyrimidine-4-carboxamide N1(C=NC=C1)C1=NC(=CC(=N1)C(=O)NC1CCC(CC1)OC)C(F)(F)F